C(#N)CCN[C@@H](C(C)C)C(=O)O (2-cyanoethyl)-L-valine